4-(3,3-difluorocyclobutyl)-3-methyl-1-(2-methyl-4-(pyrrolo[2,1-f][1,2,4]triazin-4-yl)benzyl)piperazin-2-one FC1(CC(C1)N1C(C(N(CC1)CC1=C(C=C(C=C1)C1=NC=NN2C1=CC=C2)C)=O)C)F